C(C(C(=O)[O-])N)C(=O)[O-] The molecule is a C4-dicarboxylate that is the dianion obtained by the deprotonation of both the carboxy groups of aspartic acid. It has a role as a fundamental metabolite. It is a C4-dicarboxylate and an aspartate. It is a conjugate base of an aspartate(1-).